SC1=NC=CN=C1 sulfanylpyrazine